ClC1=C(C=C(C=C1)N1N=C(N=C1CNC(NCC1=NC=NN1CC1(CCOCC1)C)=O)C)F 3-{[1-(4-chloro-3-fluorophenyl)-3-methyl-1H-1,2,4-triazol-5-yl]methyl}-1-({1-[(4-methyloxan-4-yl)methyl]-1H-1,2,4-triazol-5-yl}methyl)urea